pentamethylcyclopentadienyl(1-n-propyl-6,6-diethyl-1,5,6,7-tetrahydro-s-indacenyl)hafnium CC1=C(C(=C(C1([Hf]C1(C=CC2=CC=3CC(CC3C=C12)(CC)CC)CCC)C)C)C)C